FC=1C=C(C=C(C1)F)C1=C2C(=NN1C)[C@@H]1CCC[C@H](C2)N1C(=O)C1=CC=C2C=NC=NC2=C1 ((5R,9S)-3-(3,5-Difluorophenyl)-2-methyl-4,5,6,7,8,9-hexahydro-2H-5,9-epiminocycloocta[c]pyrazol-10-yl)(quinazolin-7-yl)methanone